(1aR,5aR)-2-(2,4-Difluoro-phenyl)-1a,2,5,5a-tetrahydro-1H-2,3-diaza-cyclopropa[a]pentalene-4-carboxylic acid [1-(2-methoxy-ethyl)-azetidin-3-yl]-amide COCCN1CC(C1)NC(=O)C=1C=2C[C@@H]3[C@H](C2N(N1)C1=C(C=C(C=C1)F)F)C3